1-(2,6-dibenzyloxy-3-pyridyl)-5-[4-(1,3-dioxolan-2-yl)-1-piperidyl]-4-fluoro-3-isopropyl-benzimidazol-2-one C(C1=CC=CC=C1)OC1=NC(=CC=C1N1C(N(C2=C1C=CC(=C2F)N2CCC(CC2)C2OCCO2)C(C)C)=O)OCC2=CC=CC=C2